ClC1=C(C=CC=C1C1=C(C(=NC=C1)C1=CC(=C(C=C1)CN1CC2(C1)CNC(C2)=O)OC)Cl)C2=NC(=C(C=O)C=C2)OC 6-(2-Chloro-3-(3-chloro-2-(3-methoxy-4-((7-oxo-2,6-diazaspiro[3.4]octan-2-yl)-methyl)-phenyl)pyridin-4-yl)phenyl)-2-methoxynicotinaldehyde